FC(C1=CC=C(COCC(=O)OC[C@H]2CCC3[C@@]2(CCC2[C@]4(C=CC(NC4CCC23)=O)C)C)C=C1)(F)F ((4aR,6aS,7S)-4a,6a-dimethyl-2-oxo-2,4a,4b,5,6,6a,7,8,9,9a,9b,10,11,11a-tetradecahydro-1H-indeno[5,4-f]quinolin-7-yl)methyl 2-((4-(trifluoromethyl)benzyl)oxy)acetate